2-[2-cyclopropyl-5-(ethylsulfanyl)-1-methyl-1H-imidazol-4-yl]-3-methyl-6-(trifluoromethyl)-3H-imidazo[4,5-b]pyridine C1(CC1)C=1N(C(=C(N1)C1=NC=2C(=NC=C(C2)C(F)(F)F)N1C)SCC)C